ClC1(C(C(C(C1)(F)F)(F)F)(F)F)F 1-chloroheptafluorocyclopentane